3,4-dihydroxy-4'-tert-butyl-benzophenone OC=1C=C(C(=O)C2=CC=C(C=C2)C(C)(C)C)C=CC1O